N-((1s,4s)-4-(tert-butyl)cyclohexyl)-5-(5-(trifluoromethyl)nicotinamido)-1,2,3-thiadiazole-4-carboxamide C(C)(C)(C)C1CCC(CC1)NC(=O)C=1N=NSC1NC(C1=CN=CC(=C1)C(F)(F)F)=O